6-Bromo-1-ethyl-4-fluoro-7-methoxy-1H-indole BrC1=CC(=C2C=CN(C2=C1OC)CC)F